[C@@H]1([C@H](O)[C@H](O)[C@@H](CSCC[C@H](N)C(=O)O)O1)N1C=NC=2C(N)=NC=NC12 S-adenosyL-homocysteine